5-nitro-2-((4,6-dichloropyrimidin-2-yl)thio)benzo[d]oxazole [N+](=O)([O-])C=1C=CC2=C(N=C(O2)SC2=NC(=CC(=N2)Cl)Cl)C1